C(C(C)=C)OCC(C(=O)OC(C)C)=C i-propyl α-methallyloxymethylacrylate